3-(6-amino-1-(4-nitro-3-(trifluoromethyl)benzyl)-1H-pyrazolo[3,4-d]pyrimidine-4-yl)benzonitrile NC1=NC(=C2C(=N1)N(N=C2)CC2=CC(=C(C=C2)[N+](=O)[O-])C(F)(F)F)C=2C=C(C#N)C=CC2